(R)-2-(8-((1'-(methylsulfonyl)-[1,4'-bipiperidin]-3-yl)amino)pyrido[2,3-d]pyridazin-5-yl)-5-(trifluoromethyl)phenol CS(=O)(=O)N1CCC(CC1)N1C[C@@H](CCC1)NC=1N=NC(=C2C1N=CC=C2)C2=C(C=C(C=C2)C(F)(F)F)O